FC1=CC=C(C=C1)C=1SC(=CN1)S(=O)(=O)NC1=CC=C(C=C1)CO 2-(4-fluorophenyl)-N-(4-(hydroxymethyl)phenyl)thiazole-5-sulfonamide